BrC=1N=C(N2C1C=NC=C2)C(=O)NC2CCC(CC2)NCC(F)(F)F 1-bromo-N-((1r,4r)-4-((2,2,2-trifluoroethyl)amino)cyclohexyl)imidazo[1,5-a]pyrazine-3-carboxamide